N(=[N+]=[N-])C1CC(CCC1O)C(=O)OCC ethyl 3-azido-4-hydroxycyclohexanecarboxylate